(3S)-3-((4-((2,6-dioxopiperidin-3-yl)amino)-2-fluorophenyl)carbamoyl)pyrrolidine-1-carboxylic acid tert-butyl ester C(C)(C)(C)OC(=O)N1C[C@H](CC1)C(NC1=C(C=C(C=C1)NC1C(NC(CC1)=O)=O)F)=O